iodo-3-(1-(trifluoromethyl)cyclopropyl)-1H-pyrazole IN1N=C(C=C1)C1(CC1)C(F)(F)F